COC(=O)C=1C=C2C(=CNC2=CC1)CC(F)F 3-(2,2-difluoroethyl)-1H-indole-5-carboxylic acid methyl ester